(2-acetylpyrrolidin-1-yl)propionic acid C(C)(=O)C1N(CCC1)C(C(=O)O)C